4-((3-chloro-2-(N-methyl-methanesulfonamido)phenyl)-amino)-6-((5-fluoropyridin-2-yl)amino)-N-methoxynicotinamide ClC=1C(=C(C=CC1)NC1=CC(=NC=C1C(=O)NOC)NC1=NC=C(C=C1)F)N(S(=O)(=O)C)C